3-((1'R,5'R)-5'-(tert-butyl)-2'-methylenecyclohexyl)-propionic acid C(C)(C)(C)C1CCC(C(C1)CCC(=O)O)=C